1-(6-(3-methoxypropyl)-3-(1-methyl-3-(trifluoromethyl)-1H-pyrazol-5-yl)pyrazin-2-yl)piperidine-4-carboxylic acid COCCCC1=CN=C(C(=N1)N1CCC(CC1)C(=O)O)C1=CC(=NN1C)C(F)(F)F